7-(2-fluoro-6-methyl-phenyl)-N5-[(3R)-pyrrolidin-3-yl]isoquinoline-3,5-diamine FC1=C(C(=CC=C1)C)C=1C=C(C=2C=C(N=CC2C1)N)N[C@H]1CNCC1